CC1=C(C=NC=2SCCNC21)NC2=C(C(NC=C2)=O)C(=O)NC2=CC=C(C=C2)N2CCN(CC2)C 4-((8-Methyl-2,3-dihydro-1H-pyrido[2,3-b][1,4]thiazin-7-yl)amino)-N-(4-(4-methylpiperazin-1-yl)phenyl)-2-oxo-1,2-dihydropyridine-3-carboxamide